FC(C(=O)C(F)(F)F)(F)F Hexafluoro-Aceton